N-(4-methylbenzyl)-3-(2-(4-(trifluoromethyl)benzamido)-1H-benzo[d]imidazol-6-yl)benzamide CC1=CC=C(CNC(C2=CC(=CC=C2)C=2C=CC3=C(NC(=N3)NC(C3=CC=C(C=C3)C(F)(F)F)=O)C2)=O)C=C1